3-iodo-7-nitro-1-(benzenesulfonyl)-1H-indole IC1=CN(C2=C(C=CC=C12)[N+](=O)[O-])S(=O)(=O)C1=CC=CC=C1